[Cl-].C(#N)CCCN1C=[N+](C=C1)CCCC#N 1,3-bis(cyanopropyl)imidazolium chloride